FC=1C=C2C(NN=C(C2=CC1F)C(C)N(C(=O)C=1NC2=CC=CC=C2C1)CC(C)C)=O N-(1-(6,7-Difluoro-4-oxo-3,4-dihydrophthalazin-1-yl)ethyl)-N-isobutyl-1H-indole-2-carboxamide